3-(2-(2-(dimethylamino)-6,7-dihydrothiazolo[5,4-c]pyridin-5(4H)-yl)-1,1-difluoro-2-oxoethyl)-4-fluoro-N-(4-fluoro-3-methylphenyl)benzamide CN(C=1SC=2CN(CCC2N1)C(C(F)(F)C=1C=C(C(=O)NC2=CC(=C(C=C2)F)C)C=CC1F)=O)C